CN1N=C(C=C1)C1=NN=C(O1)C(=O)N1[C@@H](C2=C(CC1)NC=N2)C2=NN1C(C(=CC=C1)OC(F)(F)F)=C2 (S)-(5-(1-methyl-1H-pyrazol-3-yl)-1,3,4-oxadiazol-2-yl)(4-(4-(trifluoromethoxy)pyrazolo[1,5-a]pyridin-2-yl)-6,7-dihydro-1H-imidazo[4,5-c]pyridin-5(4H)-yl)methanone